FC=1C=C(C=CC1N1C(=NC=C1)C)C(C)N 1-(3-fluoro-4-(2-methyl-1H-imidazol-1-yl)phenyl)ethan-1-amine